FC(C1=CC=C(C=C1)C=1C=NN2C1NCC(C2)C(=O)N)(F)F 3-(4-(trifluoromethyl)phenyl)-4,5,6,7-tetrahydropyrazolo[1,5-a]pyrimidine-6-carboxamide